2-(4-Ethylphenyl)-2-methylpropanenitrile C(C)C1=CC=C(C=C1)C(C#N)(C)C